N-[(2R)-1-aminopropan-2-yl]-2-methyl-8-(4-methylphenyl)-2H,8H-pyrazolo[3,4-b]indole-5-carboxamide NC[C@@H](C)NC(=O)C=1C=C2C=3C(N(C2=CC1)C1=CC=C(C=C1)C)=NN(C3)C